N-(4-((5,5-dimethyl-2,4-dioxo-3-(4-(1-(trifluoromethyl)cyclopropyl)phenyl)imidazolidin-1-yl)methyl)pyridin-2-yl)methanesulfonamide CC1(C(N(C(N1CC1=CC(=NC=C1)NS(=O)(=O)C)=O)C1=CC=C(C=C1)C1(CC1)C(F)(F)F)=O)C